C(C)OC(=O)C=1OC(C(C1C1=C(C(=C(C=C1)OC(F)F)F)F)C)(C(F)(F)F)C 3-(4-(Difluoromethoxy)-2,3-difluorophenyl)-4,5-dimethyl-5-(trifluoromethyl)-4,5-dihydrofuran-2-carboxylic acid ethyl ester